S1CCC(C2=CC=CC=C12)=O thio-chroman-4-one